2-cyclopropyl-N-[(3-fluorophenyl)-methyl]-4-methyl-7-(trifluoromethyl)-quinoline-3-carboxylic acid amide C1(CC1)C1=NC2=CC(=CC=C2C(=C1C(=O)NCC1=CC(=CC=C1)F)C)C(F)(F)F